BrCCN1N=CN(C1=O)C1=CC=C(C=C1)C 2-(2-bromoethyl)-2,4-dihydro-4-(4-methylphenyl)-3H-1,2,4-triazol-3-one